N,N'-bis(4-tert-butylphenyloxycarbonyl)-N,N'-dimethoxyhydrazine C(C)(C)(C)C1=CC=C(C=C1)OC(=O)N(N(OC)C(=O)OC1=CC=C(C=C1)C(C)(C)C)OC